N,N-Dimethyl-3-((1,2,3,4-tetrahydroisoquinolin-8-yl)amino)pyrrolidine-1-carboxamide, hydrochloride Cl.CN(C(=O)N1CC(CC1)NC=1C=CC=C2CCNCC12)C